4-(aminomethyl)-6-(5-(6-cyclopropoxy-1-oxoisoindol-2-yl)-1-methyl-1H-pyrazol-4-yl)phthalazin-1(2H)-one NCC1=NNC(C2=CC=C(C=C12)C=1C=NN(C1N1C(C2=CC(=CC=C2C1)OC1CC1)=O)C)=O